(R)-3-(3-fluorophenyl)isoxazolidine-2-carboxylic acid tert-butyl ester C(C)(C)(C)OC(=O)N1OCC[C@@H]1C1=CC(=CC=C1)F